1-(2-oxopyrrolidin-3-yl)pyrazole-4-sulfonamide O=C1NCCC1N1N=CC(=C1)S(=O)(=O)N